O=C1C[C@H]2[C@@H]3CC[C@H]([C@@H](CCCC(CO)C)C)[C@]3(CC[C@@H]2[C@]2(CCCCC12O)C)C 6-Keto-5-hydroxycholestanol